Cl.N1N=CC=C1C1=CC=C(C=C1)[C@H](C)C1OCCC(C1)(C(=O)N)N1C[C@@H](CC1)OC1=CC(=CC=C1)C(F)(F)F ((S)-1-(4-(1H-pyrazol-5-yl)phenyl)ethyl)-4-((R)-3-(3-(trifluoromethyl)phenoxy)pyrrolidin-1-yl)tetrahydro-2H-pyran-4-carboxamide hydrochloride